9-allyl-6-bromo-9H-purin-2-amine C(C=C)N1C2=NC(=NC(=C2N=C1)Br)N